NC1=NC=C(C#N)C(=C1)N1N=NC=C1 6-amino-4-(1H-1,2,3-triazol-1-yl)nicotinonitrile